1-(tetrahydro-2H-pyran-4-yl)-3-(trifluoromethyl)-1H-pyrazol-4-amine O1CCC(CC1)N1N=C(C(=C1)N)C(F)(F)F